3-[hydroxy-{6-[(R)-3-hydroxy-3-(6-methoxy-pyridin-2-yl)-butyl]-pyridazin-4-yl}-(4-isopropyl-phenyl)-methyl]-3-methyl-azetidine-1-carboxylic acid tert-butyl ester C(C)(C)(C)OC(=O)N1CC(C1)(C)C(C1=CC=C(C=C1)C(C)C)(C1=CN=NC(=C1)CC[C@](C)(C1=NC(=CC=C1)OC)O)O